C(C(=C)C)(=O)OCCC1=CC(=C(C=C1)O)N1N=C2C(=N1)C=CC=C2 3-(2H-benzo[d][1,2,3]triazol-2-yl)-4-hydroxyphenylethyl methacrylate